4-methoxy-2-nitrophenyl isocyanate COC1=CC(=C(C=C1)N=C=O)[N+](=O)[O-]